O1COCC(C1)C(=O)O 1,3-dioxane-5-carboxylic acid